2,3-dibromo-1,4-butenediol BrC(=CO)C(CO)Br